ClC1=CC(=CC(=N1)N(C)CC1=CC=C(C=C1)OC)OC 6-chloro-4-methoxy-N-(4-methoxybenzyl)-N-methylpyridin-2-amine